FC=1C=C(C(=O)NC2=C(SC=C2)C(=O)NCCC2=C(C=CC=C2)OC)C=CC1O 3-(3-fluoro-4-hydroxybenzamido)-N-(2-methoxyphenethyl)thiophene-2-carboxamide